2-(5-(3-Chlorophenyl)thiophen-2-yl)-1-(4-methylpiperazin-1-yl)ethan-1-on ClC=1C=C(C=CC1)C1=CC=C(S1)CC(=O)N1CCN(CC1)C